1-phenyl-2-[4-(1H-pyrrolo[2,3-b]pyridin-4-yl)-1H-pyrazol-1-yl]ethanone C1(=CC=CC=C1)C(CN1N=CC(=C1)C1=C2C(=NC=C1)NC=C2)=O